N-myristoyl-alanine isopropyl ester C(C)(C)OC([C@@H](NC(CCCCCCCCCCCCC)=O)C)=O